methyl 4-((2,4-dimethoxybenzyl) amino)-6-fluoroquinazoline-8-carboxylate COC1=C(CNC2=NC=NC3=C(C=C(C=C23)F)C(=O)OC)C=CC(=C1)OC